2-((4-(6-((4-chlorobenzofuran-7-yl)methoxy-d2)pyridin-2-yl)cyclohex-3-en-1-yl)methyl)-1-(((S)-oxetan-2-yl)methyl)-1H-benzo[d]imidazole-6-carboxylic acid ClC1=CC=C(C2=C1C=CO2)C(OC2=CC=CC(=N2)C2=CCC(CC2)CC2=NC1=C(N2C[C@H]2OCC2)C=C(C=C1)C(=O)O)([2H])[2H]